(2R)-2-[[(2R)-2-(tert-Butoxycarbonylamino)-3-phenyl-propionyl]amino]-6,6,6-trifluorohexanoic acid ethyl ester C(C)OC([C@@H](CCCC(F)(F)F)NC([C@@H](CC1=CC=CC=C1)NC(=O)OC(C)(C)C)=O)=O